4-((2-(17-hydroxy-10,13-dimethyl-3,11-dioxo-6,7,8,9,10,11,12,13,14,15,16,17-dodecahydro-3H-cyclopenta[a]phenanthren-17-yl)-2-oxoethoxy)methyl)benzoic acid OC1(CCC2C3CCC4=CC(C=CC4(C3C(CC12C)=O)C)=O)C(COCC1=CC=C(C(=O)O)C=C1)=O